1-[3-({1-[4-methylmorpholin-2-yl]ethyl}oxy)pyridin-4-yl]methylamine CN1CC(OCC1)C(C)OC=1C=NC=CC1CN